[2,4-Difluoro-5-(7-morpholin-4-yl-quinazolin-4-yl)-phenyl]-(9-methyl-9H-purin-6-yl)-methanol FC1=C(C=C(C(=C1)F)C1=NC=NC2=CC(=CC=C12)N1CCOCC1)C(O)C1=C2N=CN(C2=NC=N1)C